5-fluoro-6-(1H-imidazol-1-yl)-N-(pyridin-3-yl)picolinamide FC=1C=CC(=NC1N1C=NC=C1)C(=O)NC=1C=NC=CC1